C(C)(=O)OC1=C(C(=CC=C1)O)C=CC1=C(C=CC(=C1)OC(C)=O)O[Si](CC)(CC)CC 5-acetoxy-2-(triethylsiloxy)styryl-1,3-benzenediol acetate